BrC1=CC(=NC=N1)NCC=1N=C2N(C=C(C=C2N2CC3N(CC2)CCC3)C3CC3)C1 6-bromo-N-((6-cyclopropyl-8-(hexahydropyrrolo[1,2-a]pyrazin-2(1H)-yl)imidazo[1,2-a]pyridin-2-yl)methyl)pyrimidin-4-amine